C(C)OC(=O)C=1SC(=C(N1)C(=O)N1[C@H](CC(C1)(F)F)C)C=1C=NC(=CC1C(F)(F)F)NC1(CCC1)C (S)-4-(4,4-difluoro-2-methylpyrrolidine-1-carbonyl)-5-(6-((1-methylcyclobutyl)amino)-4-(trisFluoromethyl)pyridin-3-yl)thiazole-2-carboxylic acid ethyl ester